OCCC1NCCC1 2-(2-hydroxyethyl)pyrrolidine